Tert-butyl 2-((4-(2-cyanopropan-2-yl)phenyl)amino)-5,8-dihydropyrido[3,4-d]pyrimidine-7(6H)-carboxylate C(#N)C(C)(C)C1=CC=C(C=C1)NC=1N=CC2=C(N1)CN(CC2)C(=O)OC(C)(C)C